anti-sulfuric acid S(O)(O)(=O)=O